FC(C1(CC1)C=1N=CN(C1)CC1CC2(CN(C2)C(=O)OC(C)(C)C)C1)(F)F tert-butyl 6-[[4-[1-(trifluoromethyl)cyclopropyl]imidazol-1-yl]methyl]-2-azaspiro[3.3]heptane-2-carboxylate